FC=1C=C(C=C(C1)F)C1=C(C=C(C=C1)C1CCC(CC1)CCC)F 3,5,2'-trifluoro-4'-(4-propylcyclohexyl)biphenyl